Dimethyl(((3R,5S)-5-methyl-1-(2-(6-(trifluoromethyl)imidazo[1,2-a]pyridin-3-yl)pyrimidin-4-yl)piperidin-3-yl)imino)-λ6-sulfanone CS(=O)(=N[C@H]1CN(C[C@H](C1)C)C1=NC(=NC=C1)C1=CN=C2N1C=C(C=C2)C(F)(F)F)C